4-methoxy-8-(propan-2-yloxy)naphthalene-1-carbaldehyde COC1=CC=C(C2=C(C=CC=C12)OC(C)C)C=O